methyl 1-cyclopropyl-5-formyl-2-oxopyridine-3-carboxylate C1(CC1)N1C(C(=CC(=C1)C=O)C(=O)OC)=O